Cl.N[C@H](COCCCCCCCC(=O)N[C@H](C(=O)N1[C@@H](C[C@H](C1)O)C(=O)NCC1=CC=C(C=C1)C1=C(N=CS1)C)C(C)(C)C)CCC(=O)N (2S,4R)-1-((S)-2-(8-(((S)-2,5-diamino-5-oxopentyl)oxy)octan-amido)-3,3-dimethylbutanoyl)-4-hydroxy-N-(4-(4-methylthiazol-5-yl)benzyl)pyrrolidine-2-carboxamide hydrochloride